FC(C)(C)C1CCC(CC1)CN1[C@@H]([C@H]([C@@H]([C@H](C1)O)O)O)CO (2R,3R,4R,5S)-1-(((1s,4S)-4-(2-fluoroprop-2-yl)cyclohexyl)methyl)-2-(hydroxymethyl)piperidine-3,4,5-triol